5-amino-3-difluoromethyl-1-ethyl-1H-benzo[d]imidazol-2(3H)-one NC1=CC2=C(N(C(N2C(F)F)=O)CC)C=C1